C(C)(=O)NCC1=CC(=C2CN(CC2=C1)C(=O)OC(C)(C)C)Br tert-butyl 6-(acetamidomethyl)-4-bromoisoindoline-2-carboxylate